OC1=C(C(=CC(=C1)OCC1=CC=CC=C1)OCC1=CC=CC=C1)C(\C=C\C1=CC2=C(OCO2)C=C1)=O (E)-1-[2-Hydroxy-4,6-bis(benzyloxy)phenyl]-3-(1,3-benzodioxole-5-yl)-2-propene-1-one